C[C@H]([C@H]([C@H]1[C@@H]([C@H](C[C@](O1)(C(=O)[O-])O)O)NC(=O)C)NC(=O)C)O The molecule is a carbohydrate acid derivative anion that is the conjugate base of N,N-diacetyllegionaminic acid, obtained by deprotonation of the carboxy group; major species at pH 7.3. It is a conjugate base of a N,N-diacetyllegionaminic acid.